N1(CCC1)C=1C=C2C(=CN1)O[C@]1(CN([C@H](C1)C)CC1=CN=C(S1)NC(C)=O)C2 N-(5-(((2R,5'S)-5-(Azetidin-1-yl)-5'-methyl-3H-spiro[furo[2,3-c]pyridine-2,3'-pyrrolidin]-1'-yl)methyl)thiazol-2-yl)acetamide